Methyl 3-(N-(2-(pyrrol-1-yl)-5-(tetrazol-1-yl)phenyl)sulfamoyl)-4-cyclopropylbenzoate N1(C=CC=C1)C1=C(C=C(C=C1)N1N=NN=C1)NS(=O)(=O)C=1C=C(C(=O)OC)C=CC1C1CC1